((1S,4R,6R)-6-((3-fluoro-5-(trifluoromethyl)pyridin-2-yl)oxy)-2-azabicyclo[2.2.1]hept-2-yl)methanone FC=1C(=NC=C(C1)C(F)(F)F)O[C@@H]1C[C@@H]2CN([C@H]1C2)C=O